CC1=C(C(=O)OCC)C=CC(=C1)F ethyl 2-methyl-4-fluorobenzoate